C1(=CC=CC=C1)C(O[Si](C)(C)C)([C@H]1NCCC1)C1=CC=CC=C1 [diphenyl-[(2S)-pyrrolidin-2-yl]methoxy]-Trimethyl-silane